N1CC(C1)C(=O)N1CC(CC1)O azetidin-3-yl(3-hydroxypyrrolidin-1-yl)methanone